NCC(CN)S(=O)(=O)O 1,3-diamino-beta-propanesulfonic acid